C(C)(C)(C)OC(=O)N1CCC(CC1)C1=CC=CC=2OC[C@H](OC21)C2=C(C=C(C=C2)Cl)OC (R)-4-(3-(4-chloro-2-methoxyphenyl)-2,3-dihydrobenzo[b][1,4]dioxin-5-yl)piperidine-1-carboxylic acid tert-butyl ester